COC=1C(=C(C=CC1)NS(=O)(=O)C1=CC=C(C=C1)CNC(=O)C1=CC=2C=NC=CC2N1)C N-({4-[(3-methoxy-2-methylphenyl)sulfamoyl]phenyl}methyl)-1H-pyrrolo[3,2-c]pyridine-2-carboxamide